n-propyl 4-carboxy-α-cyanocinnamate C(=O)(O)C1=CC=C(C=C(C(=O)OCCC)C#N)C=C1